5-[(1R,3aS,3bS,7S,9aR,9bS,11aR)-7-acetoxy-9a,11a-dimethyl-2,3,3a,3b,4,6,7,8,9,9a,9b,10,11,11a-tetradecahydro-1H-cyclopenta[1,2-a]phenanthren-1-yl]hex-2-enoic acid methyl ester COC(C=CCC(C)[C@H]1CC[C@@H]2[C@@]1(CC[C@@H]1[C@]3(CC[C@@H](CC3=CC[C@@H]21)OC(C)=O)C)C)=O